((1R,5S,6s)-6-((4-(2-aminopropan-2-yl)-6-(4-fluorophenyl)pyridin-2-yl)oxy)-3-azabicyclo[3.1.0]hexan-3-yl)(2-methyl-8-(2H-1,2,3-triazol-2-yl)imidazo[1,2-a]pyridin-6-yl)methanone NC(C)(C)C1=CC(=NC(=C1)C1=CC=C(C=C1)F)OC1[C@@H]2CN(C[C@H]12)C(=O)C=1C=C(C=2N(C1)C=C(N2)C)N2N=CC=N2